N-[(3S)-1-azabicyclo[2.2.2]octan-3-yl]-1H,2H,3H,4H-pyrazino[1,2-a]indole-10-carboxamide N12C[C@H](C(CC1)CC2)NC(=O)C2=C1N(C=3C=CC=CC23)CCNC1